OC1CC(C1)C1(C=C(NN1[C@@H](C)C1=CC=CC=C1)C(=O)NC)C(=O)N 5-((1r,3S)-3-hydroxycyclobutyl)-N3-methyl-1-((S)-1-phenylethyl)-1H-pyrazole-3,5-dicarboxamide